7-amino-4-methylcoumarinylacetic acid NC1=CC=C2C(=C(C(OC2=C1)=O)CC(=O)O)C